C(CCCCCCCCC)OCOCCC=CCCCCCCCCCCCl 14-chloro-3-tetradecenyl decoxymethyl ether